{(7-benzyl-1,4,7-triazonane-1,4-diyl)bis[methylene(2-hydroxy-5-methyl-3,1-phenylene)carbonylazanediylmethylene]}bis(phosphonic acid) C(C1=CC=CC=C1)N1CCN(CCN(CC1)CC=1C(=C(C=C(C1)C)C(=O)NCP(O)(O)=O)O)CC=1C(=C(C=C(C1)C)C(=O)NCP(O)(O)=O)O